1-[(3S)-pyrrolidin-3-yl]tetrazole N1C[C@H](CC1)N1N=NN=C1